S(=O)(=O)(O)O.C(=C)N1C=NC=C1 3-vinyl-imidazole hydrogen sulfate